C1(CC1)C1=NC=NC(=C1C=1N=CC2=C(N(C3=CC(=CC=C23)N(S(=O)(=O)C)C)CC2=CC=C(C=C2)C=2N(C=C(N2)C(F)(F)F)C)N1)OC N-(2-(4-cyclopropyl-6-methoxypyrimidin-5-yl)-9-(4-(1-methyl-4-(trifluoromethyl)-1H-Imidazol-2-yl)benzyl)-9H-pyrimido[4,5-b]indol-7-yl)-N-methylmethanesulfonamide